3-(((3,4-dihydroquinazolin-2-yl)thio)methyl)-6-(thiophen-2-ylmethyl)-5,6-dihydroimidazo[2,1-b]thiazole N1=C(NCC2=CC=CC=C12)SCC=1N2C(SC1)=NC(C2)CC=2SC=CC2